N[C@H]1[C@@H](CN(CC1)C(=O)[O-])CC trans-4-amino-3-ethylpiperidine-1-carboxylate